O=C1N(C(CN1C1=CC(=CC(=C1)C(F)(F)F)C=1C=NC=CC1)=O)C1=CC=C(OC2=CC(=NC=C2)C(=O)N)C=C1 4-(4-{2,5-dioxo-3-[3-(3-pyridinyl)-5-(trifluoromethyl)phenyl]-1-imidazolidinyl}phenoxy)-2-pyridinecarboxamide